2-amino-4-methyl-phenol NC1=C(C=CC(=C1)C)O